isopropoxy-2H-indazole C(C)(C)ON1N=C2C=CC=CC2=C1